5,5'-isopropylidenedifurfuryl isocyanate C(C)(C)(C1=CC=C(CN=C=O)O1)C1=CC=C(CN=C=O)O1